NC=1C2=C(N=CN1)C(=NC(=C2)N(C=2C=NN(C2)C)C)C=2C(=C(C=CC2C)O)C (S)-3-(4-amino-6-(methyl(1-methyl-1H-pyrazol-4-yl)amino)pyrido[3,4-d]pyrimidin-8-yl)-2,4-dimethylphenol